2-Phenyl-2,3-dihydro-1,3,2-benzodiazaborinine-4(1H)-thione C1(=CC=CC=C1)B1NC2=C(C(N1)=S)C=CC=C2